(2S,4R)-N-((R)-1-(4-carbamimidoylthiophen-2-yl)ethyl)-1-((9,9-difluoro-9H-fluorene-3-carbonyl)glycyl)-4-(o-tolyl)pyrrolidine-2-carboxamide C(N)(=N)C=1C=C(SC1)[C@@H](C)NC(=O)[C@H]1N(C[C@H](C1)C1=C(C=CC=C1)C)C(CNC(=O)C=1C=CC=2C(C3=CC=CC=C3C2C1)(F)F)=O